Cl.CC(CC(N)C1=NN=NN1)C 3-methyl-1-(1H-tetrazol-5-yl)butan-1-amine, hydrochloride salt